6-chloro-5-(naphthalen-2-ylmethoxy)-1H-indole-3-carbaldehyde ClC1=C(C=C2C(=CNC2=C1)C=O)OCC1=CC2=CC=CC=C2C=C1